FC(CN1C=2C3=CN=C(C(OC(C4=CC(=CC=C4C4=NC=CN4CC2C=N1)F)C)=C3)N)F 3-(2,2-difluoroethyl)-16-fluoro-19-methyl-20-oxa-3,4,8,11,23-pentaazapentacyclo[19.3.1.02,6.08,12.013,18]pentacosa-1(24),2(6),4,9,11,13,15,17,21(25),22-decaen-22-amine